methyl (2R)-2-({[(9H-fluoren-9-yl)methoxy]carbonyl}amino)-3-iodopropanate C1=CC=CC=2C3=CC=CC=C3C(C12)COC(=O)N[C@H](C(=O)OC)CI